OC1=C(C=CC=C1)C1=CC=C(C=C1)CC(=O)OC1=C(C(=C(C(=C1F)F)F)F)F perfluorophenyl 2-(2'-hydroxy-[1,1'-biphenyl]-4-yl)acetate